chlorine borohydride (chloroborohydride) Cl[BH3-].[BH4-].[Cl+2]